C(#N)C(NC(=O)C1C2C(C2CN1C([C@H](C(C)(C)C)NC(C(F)(F)F)=O)=O)(C)C)C1=C2C(=CN=C1)SN=C2C#C N-[cyano-(3-ethynylisothiazolo[5,4-c]pyridin-4-yl)methyl]-3-[(2S)-3,3-dimethyl-2-[(2,2,2-trifluoroacetyl)amino]butanoyl]-6,6-dimethyl-3-azabicyclo[3.1.0]hexane-2-carboxamide